C(#N)C(=CC(=O)OCCCCCCO)C#N 1,6-hexanediol bis-cyanoacrylate